CCC(CCC(C)O)COC(=O)C1=CC=CC=C1C(=O)O The molecule is a phthalic acid monoester obtained by formal condensation of one of the carboxy groups of phthalic acid with the primary hydroxy group of 2-ethylhexane-1,5-diol It has a role as a human urinary metabolite and a human xenobiotic metabolite.